(S)-2-(1-methyl-1H-pyrazol-4-yl)-N-(5-(2-(2-methylpyrrolidin-1-yl)acetamido)-2-(trifluoromethyl)pyridin-3-yl)-1H-pyrrolo[2,3-b]pyridine-5-carboxamide CN1N=CC(=C1)C1=CC=2C(=NC=C(C2)C(=O)NC=2C(=NC=C(C2)NC(CN2[C@H](CCC2)C)=O)C(F)(F)F)N1